SC(C(=O)N[C@@H](CS)C(=O)O)C (2-mercaptopropionyl)-L-cysteine